C(C)(C)N1C(=NN=C1)O 4-isopropyl-4H-1,2,4-triazol-3-ol